6-((1R,3S)-3-(1-isopropyl-3-(6-(trifluoromethyl)pyridin-3-yl)-1H-1,2,4-triazol-5-yl)cyclopentyl)-2-thia-6-azaspiro[3.4]octane 2,2-dioxide C(C)(C)N1N=C(N=C1[C@@H]1C[C@@H](CC1)N1CC2(CS(C2)(=O)=O)CC1)C=1C=NC(=CC1)C(F)(F)F